BrC1=NC(=CC=C1NC(C)C=1C=2C3=C(N(C(C2C=C(C1)C)=O)C)N(N=C3)CC)C 9-(1-((2-bromo-6-methylpyridin-3-yl)amino)ethyl)-3-ethyl-4,7-dimethyl-3,4-dihydro-5H-pyrazolo[3,4-c]isoquinolin-5-one